N-(6-butyl-1H-benzo[d]imidazol-2-yl)tetrahydro-2H-pyran-4-carboxamide C(CCC)C=1C=CC2=C(NC(=N2)NC(=O)C2CCOCC2)C1